C1(CC1)C[C@H]1C[C@@H]2[C@H](N[C@H]1CC2)C(=O)N2CC1(CN(C1)C1=NC=NC=C1OC1=C(C(=O)N(C(C)C)C(C)C)C=C(C=C1)F)C2 2-[(4-{6-[(1S,3S,4R,6S)-6-(cyclopropylmethyl)-2-azabicyclo[2.2.2]octane-3-carbonyl]-2,6-diazaspiro[3.3]hept-2-yl}pyrimidin-5-yl)oxy]-5-fluoro-N,N-di(propan-2-yl)benzamide